N-[2-(2'-Fluoro-4-propyl-[1,1':4',1'']terphenyl-4''-yloxy)ethyl]propane-1,3-diamine FC1=C(C=CC(=C1)C1=CC=C(C=C1)OCCNCCCN)C1=CC=C(C=C1)CCC